(2S,6R)-2-(1-cyclopropyl-1H-pyrazol-4-yl)-4-(7-(2,4-difluoro-3-methylphenyl)-[1,2,4]triazolo[1,5-a]pyrimidin-5-yl)-6-methylmorpholine C1(CC1)N1N=CC(=C1)[C@H]1CN(C[C@H](O1)C)C1=NC=2N(C(=C1)C1=C(C(=C(C=C1)F)C)F)N=CN2